S(N)(OC1=C(C=CC=C1)C(=O)N1CCC2=CC(=CC=C12)S(=O)(=O)N1CCN(CC1)C1=NC(=CC(=N1)C#N)C)(=O)=O 2-(5-((4-(4-cyano-6-methylpyrimidin-2-yl)piperazin-1-yl)sulfonyl)indoline-1-carbonyl)phenyl sulfamate